(Z)-N-(3-(4-(2-(2,6-dioxopiperidin-3-yl)-1,3-dioxoisoindolin-5-yl)piperazin-1-yl)propyl)-6-(5-fluoro-2-oxoindolin-3-ylidene)-1,4,5,6-tetrahydrocyclopenta[c]pyrazole-3-carboxamide O=C1NC(CCC1N1C(C2=CC=C(C=C2C1=O)N1CCN(CC1)CCCNC(=O)C=1C2=C(NN1)\C(\CC2)=C\2/C(NC1=CC=C(C=C21)F)=O)=O)=O